methyl (2R,4S,5R,6R)-5-acetamido-6-((1R,2R)-3-azido-1,2-dihydroxypropyl)-4-hydroxy-2-(2-(2-(prop-2-yn-1-yloxy)ethoxy)ethoxy)tetrahydro-2H-pyran-2-carboxylate C(C)(=O)N[C@@H]1[C@H](C[C@@](O[C@H]1[C@@H]([C@@H](CN=[N+]=[N-])O)O)(C(=O)OC)OCCOCCOCC#C)O